(3-((3-methoxybenzyl)oxy)-5-(trifluoromethyl)phenyl)boronic acid COC=1C=C(COC=2C=C(C=C(C2)C(F)(F)F)B(O)O)C=CC1